Ethyl hexaneate C(CCCCC)(=O)OCC